5-((5-(3,4-difluorophenyl)pyridin-3-yl)oxy)-2-(4,4,5,5-tetramethyl-1,3,2-dioxaborolan-2-yl)benzonitrile FC=1C=C(C=CC1F)C=1C=C(C=NC1)OC=1C=CC(=C(C#N)C1)B1OC(C(O1)(C)C)(C)C